5-(3-((1-((3-Aminobenzyl)sulfonyl)piperidin-4-yl)oxy)phenyl)-3-(carboxymethoxy)-4-chlorothiophene-2-carboxylic acid NC=1C=C(CS(=O)(=O)N2CCC(CC2)OC=2C=C(C=CC2)C2=C(C(=C(S2)C(=O)O)OCC(=O)O)Cl)C=CC1